2-bromo-N-(2-(2-nitro-1-(2-phenyl-1H-indol-3-yl)ethyl)phenyl)acetamide BrCC(=O)NC1=C(C=CC=C1)C(C[N+](=O)[O-])C1=C(NC2=CC=CC=C12)C1=CC=CC=C1